C(CCCC)SCSCCCCCCCCCC(CCCCCCCC\C=C/C\C=C/CCCCC)=O (19Z,22Z)-1-(((pentylthio)methyl)thio)octacosa-19,22-dien-10-one